C(C)(C)(C)OC(=O)N1N=C(C=C1)O[C@H]1[C@@H](C1)C(F)(F)F 3-((trans)-2-(trifluoromethyl)cyclopropyloxy)-1H-pyrazole-1-carboxylic acid tert-butyl ester